benzyl 2-(2-isopropylphenyl)-4-oxopiperidine-1-carboxylate C(C)(C)C1=C(C=CC=C1)C1N(CCC(C1)=O)C(=O)OCC1=CC=CC=C1